S1C(=C(C2=C1C=CC=C2)C(=O)[O-])C(=O)[O-] benzothiophendicarboxylate